4,7,10,13,16-pentaoxanonadecanedioic acid bis(2,3,5,6-tetrafluorophenyl) ester FC1=C(C(=C(C=C1F)F)F)OC(CCOCCOCCOCCOCCOCCC(=O)OC1=C(C(=CC(=C1F)F)F)F)=O